2-(2,3-difluoro-6-(2-morpholinothiazol-4-yl)phenoxy)-N-(1-((2-(2,6-dioxopiperidin-3-yl)-1,3-dioxoisoindolin-4-yl)oxy)-2-oxo-6,9,12-trioxa-3-azatetradecan-14-yl)acetamide FC1=C(OCC(=O)NCCOCCOCCOCCNC(COC2=C3C(N(C(C3=CC=C2)=O)C2C(NC(CC2)=O)=O)=O)=O)C(=CC=C1F)C=1N=C(SC1)N1CCOCC1